(1s,2r)-2-methyl-N-(8-(methylamino)-5-(6-morpholino-[1,2,4]triazolo[1,5-a]pyridin-2-yl)-2,7-naphthyridin-3-yl)cyclopropane-1-carboxamide C[C@H]1[C@H](C1)C(=O)NC=1N=CC2=C(N=CC(=C2C1)C1=NN2C(C=CC(=C2)N2CCOCC2)=N1)NC